[2H]/C(/C(=O)[O-])=C/C(=O)[O-] deutero-maleate